(2-cyano-4-((4-fluoro-3-methoxybenzyl)amino)phenyl)piperazine-1-carboxylic acid ethyl ester C(C)OC(=O)N1C(CNCC1)C1=C(C=C(C=C1)NCC1=CC(=C(C=C1)F)OC)C#N